NC1=C(C=CC(=N1)N[C@@H]1CN(CC1)C(=O)OC(C)(C)C)[N+](=O)[O-] tert-butyl (3S)-3-[(6-amino-5-nitropyridin-2-yl)amino]pyrrolidine-1-carboxylate